(R)-6-(4-ethynyl-2-hydroxyphenyl)-4-methyl-3-((1-methylpiperidin-3-yl)amino)-1,2,4-triazin-5(4H)-one C(#C)C1=CC(=C(C=C1)C=1C(N(C(=NN1)N[C@H]1CN(CCC1)C)C)=O)O